(R)-6-amino-2-azaspiro[3.4]octane-2-carboxylic acid tert-butyl ester hydrochloride Cl.C(C)(C)(C)OC(=O)N1CC2(C1)C[C@@H](CC2)N